C(C)OC(CC1=NC=2C(=C3C(=NC2)N(C=C3)S(=O)(=O)C3=CC=C(C)C=C3)N1N1C[C@@H](CC1)N)=O 1-((R)-3-aminopyrrolidin-1-yl)-6-tosyl-1,6-dihydroimidazo[4,5-d]pyrrolo[2,3-b]pyridine-2-acetic acid ethyl ester